2-methyl-2-(1-(methyl-d3)-1H-pyrazol-4-yl)propionitrile CC(C#N)(C)C=1C=NN(C1)C([2H])([2H])[2H]